N[C@H](CC1=CC=CC=C1)C(=O)O D-Phenylalanine